1-Ethyl-3-(5-(3-((4-oxo-3,4-dihydrophthalazin-1-yl)methyl)phenyl)-1H-benzoimidazol-2-yl)urea C(C)NC(=O)NC1=NC2=C(N1)C=CC(=C2)C2=CC(=CC=C2)CC2=NNC(C1=CC=CC=C21)=O